C(C1=CC=CC=C1)C1N(CCC1)C1=NC(=CC(=N1)N1CC(OCC1)CC)OCC1=CC=C(C=C1)OC 4-(2-(2-benzylpyrrolidin-1-yl)-6-((4-methoxybenzyl)oxy)pyrimidin-4-yl)-2-ethylmorpholine